O[C@H](C)C1=CC=C(C(=O)OC)C=C1 methyl (R)-4-(1-hydroxyethyl)benzoate